C(C)(C)(C)OC(=O)N1C(CCCC1)N1CC2=C(C3=C(N=CN=C3N)N2CC1)C1=CC(=C(C=C1)OC1=NC=CC(=N1)C)F (4-amino-5-(3-fluoro-4-((4-methylpyrimidin-2-yl)oxy)phenyl)-8,9-dihydropyrazino[1',2':1,5]pyrrolo[2,3-d]pyrimidin-7(6H)-yl)piperidine-1-carboxylic acid tert-butyl ester